CCCCC/C=C\C/C=C\CCCCCCCC(=O)OC[C@H](COP(=O)([O-])OCC[N+](C)(C)C)OC(=O)CCCCC/C=C\C/C=C\C/C=C\C/C=C\CCCCC 1-(9Z,12Z-octadecadienoyl)-2-(7Z,10Z,13Z,16Z-docosatetraenoyl)-glycero-3-phosphocholine